8-Cyclopentyl-N-(3-fluoro-5-(pyridin-4-ylamino)benzyl)-7H-purine-6-carboxamide C1(CCCC1)C1=NC2=NC=NC(=C2N1)C(=O)NCC1=CC(=CC(=C1)NC1=CC=NC=C1)F